FC=1C=C2N(CCN(C2=CC1)C(CCN1CCCCC1)=O)C1=CC=C(C=C1)F 1-(6-fluoro-4-(4-fluorophenyl)-3,4-dihydroquinoxalin-1(2H)-yl)-3-(piperidin-1-yl)propane-1-one